N-(5-chloro-6-(2H-1,2,3-triazol-2-yl)pyridin-3-yl)-1-(6-methoxypyridin-3-yl)-5-(trisFluoromethyl)-1H-pyrazole-4-carboxamide ClC=1C=C(C=NC1N1N=CC=N1)NC(=O)C=1C=NN(C1C(F)(F)F)C=1C=NC(=CC1)OC